methyltri(1-propynyl)silane C[Si](C#CC)(C#CC)C#CC